O1CC(C1)N1CCC(=CC1)C=1N=C(N2C(=NC=CC21)N)C2=CC=C(C=C2)OC2=CC=CC=C2 1-(1-(oxetan-3-yl)-1,2,3,6-tetrahydropyridin-4-yl)-3-(4-phenoxyphenyl)imidazo[1,5-c]pyrimidin-5-amine